C1(NC(C(C2=CC=CC=C12)=O)=O)=O 1,3,4(2H)-Isoquinolinetrione